7-chloro-2-iodo-3-methylpyrazolo[1,5-a]pyridine ClC1=CC=CC=2N1N=C(C2C)I